N(=[N+]=[N-])[C@@H]1C[C@@]2([C@@H](C[C@H]3[C@@H]4CC[C@H]([C@@H](CCCC(C)C)C)[C@]4(CC[C@@H]3[C@]2(CC1)C)C)NCCC=1N=CNC1)O 3β-azido-5α-hydroxy-6β-[2-(1H-imidazol-4-yl)ethylamino]Cholestane